C(C)(C)C1=C(C=CC=C1)C1N(CCN(C1)C(C1=CC=C(C=C1)OC)=O)C1CC2(C1)CCN(CC2)C(=O)OC(C)(C)C tert-butyl 2-(2-(2-isopropylphenyl)-4-(4-methoxybenzoyl) piperazin-1-yl)-7-azaspiro[3.5]nonane-7-carboxylate